3-fluoropyridinium p-toluenesulfonate CC1=CC=C(C=C1)S(=O)(=O)[O-].FC=1C=[NH+]C=CC1